P(O)(O)O.C1(=CC=CC=C1)C=1C(=C(C(=O)[Li])C(=CC1C)C)C Phenyl-2,4,6-trimethylbenzoyl-lithium phosphite